FC1(CCC(CC1)CN1N=CC(=C1C(=O)NC1=C(C=CC(=C1)S(=O)(=O)C)F)C(F)(F)F)F 2-[(4,4-difluorocyclohexyl)methyl]-N-(2-fluoro-5-methylsulfonylphenyl)-4-(trifluoromethyl)pyrazole-3-carboxamide